2-{5-[(5-methoxypyrazin-2-yl)methoxy]pyridin-2-yl}-3-(methylamino)imidazo[1,2-a]pyridine-7-carbonitrile COC=1N=CC(=NC1)COC=1C=CC(=NC1)C=1N=C2N(C=CC(=C2)C#N)C1NC